(3aR,10aR)-8-((4-fluoro-3-methylphenyl)carbamoyl)-7-methyl-2,3,3a,4,10,10a-hexahydro-1H,7H-dipyrrolo[3,4-b:3',4'-f][1,4,5]oxathiazocin-2-ium 5,5-dioxide iodide [I-].FC1=C(C=C(C=C1)NC(=O)C=1N(C=C2C1OC[C@H]1[C@@H](NS2(=O)=O)C[NH2+]C1)C)C